CC1=C(N=C(N1)CC1=CSC=C1)C1=CC=CC=C1 5-Methyl-4-phenyl-2-(3-thienylmethyl)imidazole